1-(7-(cyclopentylamino)-3,4-dihydroisoquinolin-2(1H)-yl)prop-2-en-1-one C1(CCCC1)NC1=CC=C2CCN(CC2=C1)C(C=C)=O